O1N=C(N=C1)CS(=O)(C)=NC1=C(N=C2N1C=CC(=C2)C2=NOC(=N2)C(F)(F)Cl)C ((1,2,4-oxadiazol-3-yl)methyl)((7-(5-(chlorodifluoromethyl)-1,2,4-oxadiazol-3-yl)-2-methylimidazo[1,2-a]pyridin-3-yl)imino)(methyl)-λ6-sulfanone